2-((1-(2-(Isoindolin-2-yl)-6-methyl-3-((R)-1-(methylsulfonyl)pyrrolidin-3-yl)-4-oxo-3,4-dihydroquinazolin-8-yl)ethyl)amino)benzoic acid C1N(CC2=CC=CC=C12)C1=NC2=C(C=C(C=C2C(N1[C@H]1CN(CC1)S(=O)(=O)C)=O)C)C(C)NC1=C(C(=O)O)C=CC=C1